[Te](F)F.CN1N=C2C=CC(=CC2=C1)C1=CC=C(N)C=C1 4-(2-methyl-2H-indazol-5-yl)aniline Tellurium fluoride